caffeoyl-4'-hydroxyphenyllactate C1=CC(=CC=C1C[C@H](C(=O)[O-])OC(=O)/C=C/C2=CC(=C(C=C2)O)O)O